C(C1=CC=CC=C1)(=O)OC1=CC(=C(C=C1)NC(C)=O)OC(C1=CC=CC=C1)=O 1,3-bis(benzoyloxy)-4-(acetylamino)benzene